BrC=1C(=CC2=C(N(CC(CS2)(C)CCCC)C2=CC=C(C=C2)F)C1)OC 7-Bromo-3-butyl-5-(4-fluorophenyl)-8-methoxy-3-methyl-2,3,4,5-tetrahydro-1,5-benzothiazepine